COC1CC(CC1)NC(=O)C=1C=NN2C1N=C(C=C2NC)NC=2C(N(C=CC2)C2CCOCC2)=O N-(3-methoxycyclopentyl)-7-(methylamino)-5-((2-oxo-1-(tetrahydro-2H-pyran-4-yl)-1,2-dihydropyridin-3-yl)amino)pyrazolo[1,5-a]pyrimidine-3-carboxamide